undecamethylenebisacrylamide C(C=CCCCCCCCCCCCC=CC(=O)N)(=O)N